CS(=O)(=O)C1=CC(=C(C=C1)NCC#CC=1N=C2N(C=C(C=C2NC2CCN(CC2)C)C2=CC=CC=C2)C1CC(F)(F)F)OC N-(2-{3-[(4-methanesulfonyl-2-methoxyphenyl)amino]prop-1-yn-1-yl}-6-phenyl-3-(2,2,2-trifluoroethyl)imidazo[1,2-a]pyridin-8-yl)-1-methylpiperidin-4-amine